FC1=CC=C(C=N1)C1=CC2=C(N=C(S2)N2C([C@H]3[C@H]4C=C[C@@H]([C@H]3C2=O)C4)=O)C=C1 (1R,2S,6R,7S)-4-[6-(6-fluoro-3-pyridinyl)-1,3-benzothiazol-2-yl]-4-azatricyclo[5.2.1.02,6]dec-8-en-3,5-dione